tris(4,4-dicarboxylpyridine) ruthenium chloride [Ru](Cl)(Cl)Cl.C(=O)(O)C1(CC=NC=C1)C(=O)O.C(=O)(O)C1(CC=NC=C1)C(=O)O.C(=O)(O)C1(CC=NC=C1)C(=O)O